methyl 6-methyl-1,2-diazinane-3-carboxylate CC1CCC(NN1)C(=O)OC